CC1=C(C=2N(C=C1C1=C(C(=NN1)C=1SC(=C(N1)C)C1CCN(CC1)CC)CC(F)(F)F)N=CN2)C 2-(5-(7,8-dimethyl-[1,2,4]triazolo[1,5-a]pyridin-6-yl)-4-(2,2,2-trifluoroethyl)-1H-pyrazol-3-yl)-5-(1-ethylpiperidin-4-yl)-4-methylthiazole